3-Butyl-8-hydroxy-2-(4-methoxybenzyl)-7-(methylthio)-5-phenyl-2,3,4,5-tetrahydro-1,2,5-benzothiadiazepine 1,1-dioxide C(CCC)C1N(S(C2=C(N(C1)C1=CC=CC=C1)C=C(C(=C2)O)SC)(=O)=O)CC2=CC=C(C=C2)OC